NCCC=1C=CC=C2C(=NC(=NC12)NCC1CCCCC1)N[C@H](CC)C1CC1 (R)-8-(2-aminoethyl)-N2-(cyclohexylmethyl)-N4-(1-cyclopropylpropyl)quinazoline-2,4-diamine